O=C1NC(CCC1N1C(C2=CC=C(C=C2C1)NC(=O)N1C(CC2=C(C=CC=C12)F)COCC)=O)=O N-(2-(2,6-dioxopiperidin-3-yl)-1-oxoisoindolin-5-yl)-2-(ethoxymethyl)-4-fluoroindoline-1-carboxamide